C([O-])([O-])=O.[Ca+2].[Ti+4].C([O-])([O-])=O.C([O-])([O-])=O titanium Calcium carbonate